C(C)(=O)N1CC(C1)(C1=NN=CN1C)C=1C=C(C=CC1)N1C(C2=CC(=CC(=C2C1)C(F)(F)F)CNC1(CCC1)C)=O 2-(3-(1-acetyl-3-(4-methyl-4H-1,2,4-triazol-3-yl)azetidin-3-yl)phenyl)-6-(((1-methylcyclobutyl)amino)methyl)-4-(trifluoromethyl)isoindolin-1-one